(+-)-2,3-dihydroxypropyl-ethyl-2,4-dihydroxy-3-methylbenzoate O[C@H](CC1=C(C(=C(C(=C1C(=O)[O-])O)C)O)CC)CO |r|